FC1=CC=C2C(=CN(C2=C1)C)CC1=C(C(=O)O)C=CC=C1 2-[(6-fluoro-1-methyl-1H-indol-3-yl)methyl]benzoic acid